dilinoleyloxy-keto-N,N-dimethyl-3-aminopropane C(CCCCCCC\C=C/C\C=C/CCCCC)OC(C(=O)OCCCCCCCC\C=C/C\C=C/CCCCC)CN(C)C